COC(C(CC=1C=C2CCN(CC2=CC1)C1=C(C=CC(=C1)OC(F)(F)F)F)C)=O 3-(2-(2-fluoro-5-(trifluoromethoxy)phenyl)-1,2,3,4-tetrahydroisoquinolin-6-yl)-2-methylpropanoic acid methyl ester